pentaerythritol tetrakis[beta-(3,5-di-tert-butyl-4-carboxyphenyl) propionate] C(C)(C)(C)C=1C=C(C=C(C1C(=O)O)C(C)(C)C)CCC(=O)OCC(COC(CCC1=CC(=C(C(=C1)C(C)(C)C)C(=O)O)C(C)(C)C)=O)(COC(CCC1=CC(=C(C(=C1)C(C)(C)C)C(=O)O)C(C)(C)C)=O)COC(CCC1=CC(=C(C(=C1)C(C)(C)C)C(=O)O)C(C)(C)C)=O